methyl 2-(5-azaspiro[3.5]nonan-2-yl)-8-fluoro-3,4-dihydro-1H-isoquinoline-6-carboxylate C1C(CC12NCCCC2)N2CC1=C(C=C(C=C1CC2)C(=O)OC)F